2-[2-[(E)-3-(4-Tert-butylphenyl)prop-2-enoyl]-5-[(E)-pent-2-en-3-yl]oxyphenoxy]acetic acid C(C)(C)(C)C1=CC=C(C=C1)/C=C/C(=O)C1=C(OCC(=O)O)C=C(C=C1)O/C(=C/C)/CC